tert-butyl (R)-3-formyl-3,4-dihydroisoquinoline-2(1H)-carboxylate C(=O)[C@@H]1N(CC2=CC=CC=C2C1)C(=O)OC(C)(C)C